O1BOBOB1 boroxine